2,4-dichloro-N,5-dimethylpyrido[2,3-d]pyrimidin-7-amine ClC=1N=C(C2=C(N1)N=C(C=C2C)NC)Cl